2,4,6-trimethyl-N,N-bis(4-(4,4,5,5-tetramethyl-1,3,2-dioxaborolan-2-yl)phenyl)aniline CC1=C(N(C2=CC=C(C=C2)B2OC(C(O2)(C)C)(C)C)C2=CC=C(C=C2)B2OC(C(O2)(C)C)(C)C)C(=CC(=C1)C)C